4-bromo-6-methyl-pyrimidine BrC1=NC=NC(=C1)C